C(C)(C)(C)OC(=O)N[C@H](CC(C(=O)OC(C)(C)C)C)CC1=CC(=C(C=C1)O[Si](C)(C)C(C)(C)C)[N+](=O)[O-] (4R)-tert-Butyl 4-((tert-butoxycarbonyl)amino)-5-(4-((tert-butyldimethylsilyl)oxy)-3-nitrophenyl)-2-methylpentanoate